IC=1C2=C(N3CCCC13)N=CC(=C2)C(C)O (5-iodo-7,8-dihydro-6H-pyrido[3,2-b]pyrrolizin-3-yl)ethanol